Benzyl 2-azido-3,6-di-O-benzyl-2-deoxy-β-D-mannofuranoside N(=[N+]=[N-])[C@@H]1[C@H](OCC2=CC=CC=C2)O[C@@H]([C@@H]1OCC1=CC=CC=C1)[C@H](O)COCC1=CC=CC=C1